O=C1NC(CCC1N1C(C2=CC=C(C=C2C1=O)N1CCC(CC1)O[C@@H]1CN(CC1)C(=O)OC(C)(C)C)=O)=O tert-butyl (3S)-3-[[1-[2-(2,6-dioxo-3-piperidyl)-1,3-dioxo-isoindolin-5-yl]-4-piperidyl]oxy]pyrrolidine-1-carboxylate